tert-butyl (Z)-(4-((3-((4-(3,5-bis(pent-4-yn-1-yloxy)phenyl)-1H-1,2,3-triazol-1-yl)methyl)phenyl)thio)-3-fluorobut-2-en-1-yl)carbamate C(CCC#C)OC=1C=C(C=C(C1)OCCCC#C)C=1N=NN(C1)CC=1C=C(C=CC1)SC/C(=C/CNC(OC(C)(C)C)=O)/F